Ethyl(diphenyl)sulfonium C(C)[S+](C1=CC=CC=C1)C1=CC=CC=C1